FC(OC1=CC=C(C=C1)N1C(NCC2=C1C=C(C=N2)OCC)=O)F 1-(4-(difluoromethoxy)phenyl)-7-ethoxy-3,4-dihydropyrido[3,2-d]pyrimidin-2(1H)-one